Pentyl 9-((5-(heptadecan-9-yloxy)-5-oxopentyl)((2R)-2-hydroxypropyl)amino)nonanoate CCCCCCCCC(CCCCCCCC)OC(CCCCN(CCCCCCCCC(=O)OCCCCC)C[C@@H](C)O)=O